(2R,3R)-3-(3-(4-(4-iodobenzyloxy)phenyl)isoxazol-5-yl)-2-(2,4-difluorophenyl)-1-(1H-1,2,4-triazol-1-yl)butan-2-ol IC1=CC=C(COC2=CC=C(C=C2)C2=NOC(=C2)[C@@H]([C@@](CN2N=CN=C2)(O)C2=C(C=C(C=C2)F)F)C)C=C1